C1(=CC=CC=C1)C1NCC2=CC=C(C=C12)C(=O)OC methyl 3-phenyl-2,3-dihydro-1H-isoindole-5-carboxylate